[N]=O nitrogen-N-oxide